2,4-dichloro-5-((2-(2,2-dimethyl-1,3-dioxolan-4-yl)ethoxy)methyl)pyrimidine ClC1=NC=C(C(=N1)Cl)COCCC1OC(OC1)(C)C